propyl-3-methylimidazole bisulfate S(O)(O)(=O)=O.C(CC)C1=NC=CN1C